CC1=C2CCO[C@H](C2=CC=C1)CN (R)-(5-methylisochroman-1-yl)methylamine